C(C)(C)N(CCC1=CNC2=CC=CC(=C12)C(CCC(=O)O)C(=O)O)C(C)C N,N-diisopropyltryptamine-4-pentanedioic acid